C1(CCCCC1)N(S(=O)(=O)N)C=1SC2=C(N1)C=CC=C2 N-cyclohexyl-2-benzothiazolylsulfamide